N=1C=COC=C2C1C=CC=C2 benzo[e][1,4]oxazepine